2-Chloro-12-(ethylthio)-1-fluoro-4,5,5a,6-tetrahydro-8H-7-oxa-3,10a,11,13-tetraazanaphtho[1,8-ab]heptalen-9(10H)-one ClC=1C(=C2N=C(N=C3C2=C(CCC2COCC(CN32)=O)N1)SCC)F